tert-butyl (2-((3,4-dihydro-2H-pyrano[3,2-b]pyridin-4-yl)((2',3,6'-trifluoro-[1,1'-biphenyl]-4-yl)methyl)carbamoyl)-6,8-dihydro-1H-furo[3,4-d]pyrrolo[3,2-b]pyridin-5-yl)carbamate O1CCC(C2=NC=CC=C21)N(C(=O)C2=CC1=NC(=C3C(=C1N2)COC3)NC(OC(C)(C)C)=O)CC3=C(C=C(C=C3)C3=C(C=CC=C3F)F)F